N12C=CCNC2CCC1 1,5-diaza-bicyclo[4.3.0]nonene